4-(2-((8-chloroisoquinolin-1-yl)oxy)ethyl)morpholine ClC=1C=CC=C2C=CN=C(C12)OCCN1CCOCC1